ClC1=C(C(=CC=C1)C)N1N=CC2=C1COC[C@H]2NC(=O)C=2N=CN(C2CC)C (S)-N-(1-(2-chloro-6-methylphenyl)-1,4,5,7-tetrahydropyrano[3,4-c]pyrazol-4-yl)-5-ethyl-1-methyl-1H-imidazole-4-carboxamide